2-(2,6-dimethylpyridin-4-yl)-6-fluoro-3-isopropyl-5-(1-(tetrahydro-2H-pyran-4-yl)piperidin-4-yl)-1H-indole CC1=NC(=CC(=C1)C=1NC2=CC(=C(C=C2C1C(C)C)C1CCN(CC1)C1CCOCC1)F)C